4-(difluoromethoxy)benzene tert-butyl-(R)-(1-amino-1-oxopropan-2-yl)carbamate C(C)(C)(C)N(C(O)=O)[C@@H](C(=O)N)C.FC(OC1=CC=CC=C1)F